C[C@@H]1C([C@@H](C[C@H](C1)C)[C@@H](CC1CC(NC(C1)=O)=O)O)=O 4-((R)-2-((1S,3S,5S)-3,5-dimethyl-2-oxocyclohexyl)-2-hydroxyethyl)piperidine-2,6-dione